1-(tert-butyl) 2-(((5-nitroquinolin-8-yl)oxy)methyl) (S)-pyrrolidine-1,2-dicarboxylate N1([C@@H](CCC1)C(=O)OCOC=1C=CC(=C2C=CC=NC12)[N+](=O)[O-])C(=O)OC(C)(C)C